1-fluoro-2-(phenoxymethyl)benzene FC1=C(C=CC=C1)COC1=CC=CC=C1